ClC1=CC=C(C=C1)C1=CN=C(O1)N[C@@H]1C(NC[C@H]1C1=C(C=C(C=C1F)OC)F)=O (3S,4R)-3-{[5-(4-chlorophenyl)-1,3-oxazol-2-yl]amino}-4-(2,6-difluoro-4-methoxyphenyl)pyrrolidin-2-one